FC1CCN(CC1)C1=NC=CC(=N1)NC1CC2(CC(C2)OC2=C(C(=O)N)C=CC=N2)C1 2-(((2S,4s,6S)-6-((2-(4-fluoropiperidin-1-yl)pyrimidin-4-yl)amino)spiro[3.3]heptan-2-yl)oxy)nicotinamide